C(C)(=O)OCC(C)(C)NC1=NC=C(C=C1C(N(C)C)=O)B1OC(C(O1)(C)C)(C)C 2-((3-(dimethylcarbamoyl)-5-(4,4,5,5-tetramethyl-1,3,2-dioxaborolan-2-yl)pyridin-2-yl)amino)-2-methylpropyl acetate